sodium 4-((1R,2R,3S,3aR,8bS)-1,8b-dihydroxy-6,8-dimethoxy-2-(methoxycarbamoyl)-3-phenyl-2,3,3a,8b-tetrahydro-1H-cyclopenta[b]benzofuran-3a-yl)phenyl phosphate P(=O)(OC1=CC=C(C=C1)[C@@]12OC3=C([C@@]1([C@@H]([C@@H]([C@H]2C2=CC=CC=C2)C(NOC)=O)O)O)C(=CC(=C3)OC)OC)([O-])[O-].[Na+].[Na+]